S1CNC(C1)C(=O)[O-] 4-thiazolidine-carboxylate